C1CC12CCN(CC2)C2=C(N)C=CC(=C2)Br 2-{6-azaspiro[2.5]octan-6-yl}-4-bromoaniline